O.N1C(=NC2=C1C=CC=N2)N pyridoimidazoleamine compound with water